C1(CCC1)C(C(=O)OCCCCCCN(CCCCCCOC(C(CCCCCCCC)C1CCC1)=O)CCCCO)CCCCCCCC ((4-hydroxybutyl)azanediyl)bis(hexane-6,1-diyl) bis(2-cyclobutyldecanoate)